O[C@@H]1CC2=CC[C@H]3[C@@H]4CC[C@H]([C@@H](/C=C/C(=O)O)C)[C@]4(CC[C@@H]3[C@]2(CC1)C)C (22E)-3β-hydroxycholane-5(6),22(23)-diene-24-oic acid